6-(2-amino-5-(3-((dimethylamino)methyl)-4-morpholinophenyl)-6-fluoropyridin-3-yl)-4,8-difluoro-3-methylisoquinolin-1(2H)-one NC1=NC(=C(C=C1C=1C=C2C(=C(NC(C2=C(C1)F)=O)C)F)C1=CC(=C(C=C1)N1CCOCC1)CN(C)C)F